CC1=C2C(=CC3=C1C(C(C(O3)C)(C)C)(C)C)CCC2 hexamethyl-1,3,4,6,7,8-hexahydrocyclopenta[g]benzopyran